C(C)(C)(C)OC(CC1=CC=C(C=C1)C[C@H](C(=O)O)NC(=O)OCC1C2=CC=CC=C2C=2C=CC=CC12)=O (2R)-3-{4-[2-(tert-butoxy)-2-oxoethyl]phenyl}-2-({[(9H-fluoren-9-yl)methoxy]carbonyl}amino)propanoic acid